(R)-1-(4-chlorobenzyl)-3-(4-(((1,1-dioxidotetrahydrothiophen-3-yl)amino)methyl)phenyl)urea ClC1=CC=C(CNC(=O)NC2=CC=C(C=C2)CN[C@H]2CS(CC2)(=O)=O)C=C1